(2S)-1-(2,5-dimethylpyrazol-3-yl)oxy-N-[[2-methyl-4-[1-tetrahydropyran-2-yl-3-(2-triisopropylsilylethynyl)indazol-5-yl]pyrazol-3-yl]methyl]propan-2-amine CN1N=C(C=C1OC[C@H](C)NCC=1N(N=CC1C=1C=C2C(=NN(C2=CC1)C1OCCCC1)C#C[Si](C(C)C)(C(C)C)C(C)C)C)C